BrC=1C=C(SC1C)C(=O)NC1=CC(=CC(=C1)NS(=O)(=O)C)Cl 4-bromo-N-(3-chloro-5-methanesulfonamidophenyl)-5-methylthiophene-2-carboxamide